FC1=CC=C(C=C1)[C@@H]1N(CCC2=CC=CC=C12)C(=O)[C@@H]1OC[C@@H]([C@H](C1)OS(=O)(=O)C)OCCC methanesulfonic acid (2r,4S,5S)-2-((S)-1-(4-fluorophenyl)-1,2,3,4-tetrahydroisoquinolin-2-carbonyl)-5-propoxytetrahydro-2H-pyran-4-yl ester